4-[2-(1,1-dimethylethoxy)ethyl-[4-(5,6,7,8-tetrahydro-1,8-naphthyridin-2-yl)butyl]amino]-2-[[2-(trifluoromethyl)pyridine-3-carbonyl]amino]butanoic acid CC(C)(OCCN(CCC(C(=O)O)NC(=O)C=1C(=NC=CC1)C(F)(F)F)CCCCC1=NC=2NCCCC2C=C1)C